CC(CCOC(CCCCCCCC(CCCCCCCC(=O)OC(CCCCCCCC)CCCCCCCC)=O)=O)CCCCCC 9-oxo-heptadecanedioic acid 1-(heptadecane-9-yl) 17-(3-methylnonyl) ester